6-ethoxy-4-(6-(4-(5-ethynylthiophene-3-carbonyl)piperazin-1-yl)pyridin-3-yl)pyrazolo[1,5-a]pyridine-3-carbonitrile C(C)OC=1C=C(C=2N(C1)N=CC2C#N)C=2C=NC(=CC2)N2CCN(CC2)C(=O)C2=CSC(=C2)C#C